(3H)-inden C1=CCC2=CC=CC=C12